8-chloro-2-methyl-3H-imidazo[4,5-C]quinoline ClC1=CC=2C3=C(C=NC2C=C1)NC(=N3)C